N-(4-((R*)-2-(2,4-Difluorophenyl)propyl)-6-(((R)-1-hydroxy-4-methylpentan-2-yl)amino)-1,3,5-triazin-2-yl)methanesulfonamide FC1=C(C=CC(=C1)F)[C@@H](CC1=NC(=NC(=N1)N[C@@H](CO)CC(C)C)NS(=O)(=O)C)C |o1:8|